5-[[4-(4-pyridyl)-6-quinolyl]methylene]-2,4-thiazolidinedione N1=CC=C(C=C1)C1=CC=NC2=CC=C(C=C12)C=C1C(NC(S1)=O)=O